3-(4,4,5,5-tetramethyl-1,3,2-dioxaborolan-2-yl)-5-(2,2,2-trifluoroethoxy)pyridine CC1(OB(OC1(C)C)C=1C=NC=C(C1)OCC(F)(F)F)C